COC1CCCC1 METHOXY-CYCLOPENTANE